C(CCCCCCC\C=C/CCCCCCCC)N Oleyl-amin